NCC[Si](OC)(OC)CCCN (aminoethyl)-gamma-aminopropyldimethoxysilane